C1(CCCC1)C1=C(C(=NC(=C1)C1=CC=C(C=C1)C)N)NC1COC1 cyclopentyl-N3-(oxetan-3-yl)-6-(p-tolyl)pyridine-2,3-diamine